C(=O)O.C1NCC12CNC(C2)=O 2,6-diazaspiro[3.4]octan-7-one formic acid salt